ClC1=C(C=CC=C1)N1N=C2C(=C1C1=CC=C(C=C1)Cl)OCCCC2NC(=O)C2CCN(CC2)S(=O)(=O)C2=CC=C(C=C2)Cl N-[2-(2-chlorophenyl)-3-(4-chlorophenyl)-5,6,7,8-tetrahydrooxepino[3,2-c]pyrazol-8-yl]-1-(4-chlorophenyl)sulfonyl-piperidine-4-carboxamide